N2-(2-(1-(Cyclopropylsulfonyl)-1H-pyrazol-4-yl)pyrimidin-4-yl)-N4-((1s,4s)-4-((2,2-difluoroethyl)amino)cyclohexyl)-5-(1-(difluoromethyl)-1H-pyrazol-3-yl)pyridine-2,4-diamine C1(CC1)S(=O)(=O)N1N=CC(=C1)C1=NC=CC(=N1)NC1=NC=C(C(=C1)NC1CCC(CC1)NCC(F)F)C1=NN(C=C1)C(F)F